2-((4-methyl-2-(trifluoromethyl)pyrimidin-5-yl)sulfonyl)-6-((3-methyloxetan-3-yl)methyl)-2,6-diazaspiro[3.3]heptane CC1=NC(=NC=C1S(=O)(=O)N1CC2(C1)CN(C2)CC2(COC2)C)C(F)(F)F